5-(5,7-dichloro-6-(2-chloroethoxy)-3,4-dihydronaphthalen-1-yl)-N-methyl-1H-indazole-3-carboxamide ClC1=C2CCC=C(C2=CC(=C1OCCCl)Cl)C=1C=C2C(=NNC2=CC1)C(=O)NC